(R)-tert-butyl 2-(3-(tert-butoxycarbonyl)-4-(5-(ethoxycarbonyl) pyrimidin-2-yl) piperazin-1-yl)-7,8-dihydropyrido[4,3-d]Pyrimidine-6(5H)-carboxylate C(C)(C)(C)OC(=O)[C@H]1CN(CCN1C1=NC=C(C=N1)C(=O)OCC)C=1N=CC2=C(N1)CCN(C2)C(=O)OC(C)(C)C